C(C)(C)(C)OC(=O)NC1=CC=C(C=C1)C=1N=NN(C1NC(O[C@H](C)C=1C(=NC=CC1)Cl)=O)C (R)-1-(2-chloropyridin-3-yl)ethyl (4-(4-((tert-butoxycarbonyl)amino)phenyl)-1-methyl-1H-1,2,3-triazol-5-yl)carbamate